3,5-dimethyl-N-(3-(3-((4-methyl-4H-1,2,4-triazol-3-yl)methyl)oxetan-3-yl)phenyl)pyrazolo[1,5-a]pyrimidine-7-carboxamide CC=1C=NN2C1N=C(C=C2C(=O)NC2=CC(=CC=C2)C2(COC2)CC2=NN=CN2C)C